FC1=C(C#N)C=CC(=C1)\C=C\1/OC(C2=C1C(=CC(=C2)F)[N+](=O)[O-])=O 2-fluoro-4-{[(1Z)-5-fluoro-7-nitro-3-oxo-2-benzofuran-1-ylidene]methyl}benzonitrile